8-[methyl(3-piperidyl)amino]quinoxaline-5-carboxylic acid CN(C1=CC=C(C=2N=CC=NC12)C(=O)O)C1CNCCC1